7-methoxy-3,4-dihydronaphthalen-2(1H)-one COC1=CC=C2CCC(CC2=C1)=O